1,1'-(1,4-phenylene)bis(3-cyclohexylthiourea) C1(=CC=C(C=C1)NC(=S)NC1CCCCC1)NC(=S)NC1CCCCC1